2-fluoro-4-(methoxymethoxy)benzo[b]thiophene FC1=CC2=C(S1)C=CC=C2OCOC